2-(4-chlorophenethyl)-6-(6-(difluoromethoxy)pyridin-3-yl)pyridazin-3(2H)-one ClC1=CC=C(CCN2N=C(C=CC2=O)C=2C=NC(=CC2)OC(F)F)C=C1